COC1=CC=C(CN(C(=O)OC=2C=CC=NC2)CC2=CC=C(C=C2)N(C)C)C=C1 5-[(4-methoxybenzyl)(4-dimethylaminobenzyl)aminocarbonyloxy]pyridine